6-[5-[[1-[2-(aminomethyl)-3,3-difluoro-allyl]-5-oxo-1,2,4-triazol-4-yl]methyl]-3-thienyl]-3,4-dihydro-1H-quinolin-2-one NCC(CN1N=CN(C1=O)CC1=CC(=CS1)C=1C=C2CCC(NC2=CC1)=O)=C(F)F